C(C)OC(=O)C1=C(CCCC1)NC(=O)C12CN(C(C1)C2)C(=O)OC(C)(C)C tert-butyl 4-((2-(ethoxycarbonyl)cyclohex-1-en-1-yl)carbamoyl)-2-azabicyclo[2.1.1]hexane-2-carboxylate